1-(3-fluorobenzyl)-3,3-dimethyl-2-oxindole-6-carboxylic acid FC=1C=C(CN2C(C(C3=CC=C(C=C23)C(=O)O)(C)C)=O)C=CC1